10-(1,3-dioxo-2,3-dihydro-1H-isoindol-2-yl)decane-1-sulfonic acid O=C1N(C(C2=CC=CC=C12)=O)CCCCCCCCCCS(=O)(=O)O